(S)-tert-butyl (1-((2-aminoethyl) amino)-3-(4-ethoxyphenyl)propan-2-yl)carbamate NCCNC[C@H](CC1=CC=C(C=C1)OCC)NC(OC(C)(C)C)=O